FC(OC1=CC=C(C=C1)C=1OC=CN1)(F)F 2-(4-trifluoromethoxyphenyl)oxazole